ClC1=NC=2N(C(=C1C1=C(C=C(C=C1F)C#CCCO)F)N[C@H](C)C(C)(C)C)N=CN2 (R)-4-(4-(5-chloro-7-((3,3-dimethylbutan-2-yl)amino)-[1,2,4]triazolo[1,5-a]pyrimidin-6-yl)-3,5-difluorophenyl)but-3-yn-1-ol